(S)-4-(1-methyl-1H-pyrrolo[2,3-b]pyridin-4-yl)-7-((5-(tetrahydrofuran-3-yl)pyridin-2-yl)amino)-2,3-dihydro-1H-pyrrolo[3,4-c]pyridin-1-one CN1C=CC=2C1=NC=CC2C2=NC=C(C1=C2CNC1=O)NC1=NC=C(C=C1)[C@H]1COCC1